2-chloro-4-[[4-[[(1S)-2-hydroxy-1-phenyl-ethyl]amino]-5-(5-methyl-1,3,4-thiadiazol-2-yl)pyrimidin-2-yl]amino]-N,N-dimethyl-benzamide ClC1=C(C(=O)N(C)C)C=CC(=C1)NC1=NC=C(C(=N1)N[C@H](CO)C1=CC=CC=C1)C=1SC(=NN1)C